C(C1=CC=CC=C1)OC=1C(C(=CN2C1C(N1[C@H](C=CC[C@H]2C1)CO[Si](C)(C)C(C)(C)C)=O)C(=O)NCC1=C(C=C(C=C1)F)F)=O (3R,7S)-12-(benzyloxy)-3-(((tert-butyldimethylsilyl)oxy)methyl)-N-(2,4-difluorobenzyl)-1,11-dioxo-1,6,7,11-tetrahydro-3H-2,7-methanopyrido[1,2-a][1,4]diazonine-10-carboxamide